C(C)(=O)C1=NN(C2=CC=C(C=C12)C=1C=NC(=NC1)C)CC(=O)N1[C@@H]2C[C@@H]2C[C@H]1C(=O)OC Methyl (1R,3S,5R)-2-(2-(3-acetyl-5-(2-methylpyrimidin-5-yl)-1H-indazol-1-yl)acetyl)-2-azabicyclo[3.1.0]hexane-3-carboxylate